[Si](C1=CC=CC=C1)(C1=CC=CC=C1)(C(C)(C)C)OC[C@@H]1OCC(CN(C1)C(=O)OC(C)(C)C)=O tert-butyl (2R)-2-[[tert-butyl(diphenyl)silyl]oxymethyl]-6-oxo-1,4-oxazepane-4-carboxylate